1-(2-benzo[b]thienyl)-4,4,5,5,5-pentafluoro-1,3-pentanedione S1C2=C(C=C1C(CC(C(C(F)(F)F)(F)F)=O)=O)C=CC=C2